3-methyl-1-(non-8-yn-1-yl)-1H-indazole-6-carboxylic acid CC1=NN(C2=CC(=CC=C12)C(=O)O)CCCCCCCC#C